ClC=1C=C(C=CC1C#N)N1CC2(C[C@@H]1C)CCN(CC2)C2=CC=C(C(=O)N1CCC(CC1)N1CCN(CC1)C1=CC(=C(C(=O)N[C@@H]3C(NC(CC3)=O)=O)C=C1)F)C=C2 4-(4-(1-(4-((S)-2-(3-Chloro-4-cyanophenyl)-3-methyl-2,8-diazaspiro[4.5]decan-8-yl)benzoyl)piperidin-4-yl)piperazin-1-yl)-N-((S)-2,6-dioxo-piperidin-3-yl)-2-fluoro-benzamide